C1(=C(C=CC=C1)C1=CC=C(C=C1)O)C1=CC=C(C=C1)O 4,4'-phenylenediphenol